C1(CC1)C1=NC=C(C(=N1)O)C(=O)O 2-cyclopropyl-4-hydroxy-5-pyrimidinecarboxylic acid